sulfoporphyrin C1=CC2=CC3=CC(=C(N3)C=C4C=CC(=N4)C=C5C=CC(=N5)C=C1N2)S(=O)(=O)O